CN1C(=CC(=C1C)C(N(C1=CC=CC=C1)C)=O)C=1C=C2CCN(CC2=CC1C(=O)N1CC2=CC=CC=C2C[C@H]1C)C(CC1=CC=C(C(=O)O)C=C1)=O 4-{2-[6-{1,5-dimethyl-4-[methyl-(phenyl)carbamoyl]-1H-pyrrol-2-yl}-7-{[(3R)-3-methyl-3,4-dihydroisoquinolin-2(1H)-yl]carbonyl}-3,4-dihydroisoquinolin-2(1H)-yl]-2-oxoethyl}benzoic acid